C12N(CC(NC1)CC2)C=2C1=C(N=C(N2)OC([2H])([2H])[C@H]2N(CCC2)C)C(=C(N=C1)C1=CC(=CC2=CC=C(C(=C12)CC)F)O)F 4-(4-(2,5-Diazabicyclo[2.2.2]octan-2-yl)-8-fluoro-2-(((S)-1-methylpyrrolidin-2-yl)methoxy-d2)pyrido[4,3-d]pyrimidin-7-yl)-5-ethyl-6-fluoronaphthalen-2-ol